N1(CCNCC1)C1=CC(=C(C(=O)OC)C=C1)OC=1C=C2C(=NC1)NC=C2 methyl 4-piperazin-1-yl-2-(1H-pyrrolo[2,3-b]pyridin-5-yloxy)benzoate